N-(4-carbamimidoylphenyl)-5-chloro-2-(4,4-difluoroazepan-1-yl)-6-methylnicotinamide C(N)(=N)C1=CC=C(C=C1)NC(C1=C(N=C(C(=C1)Cl)C)N1CCC(CCC1)(F)F)=O